N-(9-Azabicyclo[3.3.1]non-3-yl)-6-(7-methoxy-2-methyl-2H-indazol-5-yl)-N-methyl[1,3]thiazolo[4,5-c]pyridin-2-amin-Hydrochlorid Cl.C12CC(CC(CCC1)N2)N(C=2SC1=C(C=NC(=C1)C1=CC3=CN(N=C3C(=C1)OC)C)N2)C